NC=1C=CC(=C2CN(C(C12)=O)CC(C(C1=CC=CC=C1)=O)=C)C1=CC=C2C=NN(C2=C1)C 7-amino-4-(1-methyl-1H-indazol-6-yl)-2-(2-methylidene-3-oxo-3-phenylpropyl)-2,3-dihydro-1H-isoindol-1-one